Benzyl (R)-(3-(3-aminopyrrolidin-1-yl)-3-oxopropyl)carbamate hydrochloride Cl.N[C@H]1CN(CC1)C(CCNC(OCC1=CC=CC=C1)=O)=O